CC1=NC=CC(=C1C(=O)[N+]1(CCC(CC1)(N1C[C@@H](N(CC1)[C@@H](C)C1=CC=C(C=C1)C(F)(F)F)C)C)[O-])C 1-[(2,4-dimethyl-3-pyridinyl)carbonyl]-4-methyl-4-[3(S)-methyl-4-[1(S)-[4-(trifluoromethyl)phenyl]ethyl]-1-piperazinyl]-piperidine N1-oxide